4-benzyl-2-(2-hydroxypropyl)-6-pentylphenol C(C1=CC=CC=C1)C1=CC(=C(C(=C1)CCCCC)O)CC(C)O